Monosiliran [SiH2]1CC1